C(C)(C)(C)N1N=C(C=C1C1=CC=CC=C1)C1=NC2=C(N1)C=CC(=C2)Cl 2-(1-(tert-butyl)-5-phenyl-1H-pyrazol-3-yl)-5-chloro-1H-benzo[d]imidazole